C(C1=CC=CC=C1)OC=1C(=NN(C1)CCCO)C 3-[4-(benzyloxy)-3-methyl-1H-pyrazol-1-yl]propan-1-ol